NC1=NC(=NC=C1OC1=C(C=C(C(=C1)I)OC)C(C)C)NC(CO)CO 2-[[4-amino-5-(5-iodo-4-methoxy-2-propan-2-ylphenoxy)pyrimidin-2-yl]amino]propane-1,3-diol